(Z)-1-(3-(2,5-Diisopropylphenyl)-4-oxothiazolidin-2-ylidene)-3-(2-fluoro-4-(1-(4-(trifluoromethoxy)phenyl)-1H-1,2,4-triazol-3-yl)phenyl)urea C(C)(C)C1=C(C=C(C=C1)C(C)C)N1/C(/SCC1=O)=N/C(=O)NC1=C(C=C(C=C1)C1=NN(C=N1)C1=CC=C(C=C1)OC(F)(F)F)F